FCCOCCOCCF 1,2-di-(fluoroethoxy)ethane